[Na+].S(=O)(=O)([O-])C1=C(C(=O)O)C=CC(=C1)C(=O)O 2-sulfo-terephthalic acid monosodium salt